2-(6-amino-2-naphthyl)ethylamine NC=1C=C2C=CC(=CC2=CC1)CCN